1-(2-dimethylaminoethyl)-N1-methyl-N4-[4-(1-methylindol-3-yl)pyrimidin-2-yl]Benzene-1,2,4-triamine CN(CCC1(C(C=C(C=C1)NC1=NC=CC(=N1)C1=CN(C2=CC=CC=C12)C)N)NC)C